FC1=C(C(=CC(=C1)O[C@@H]1CN(CC1)CCCF)F)C1N(C(CC2=C1NC1=CC=CC=C21)C)CC(C)(C)F 1-[2,6-difluoro-4-[(3S)-1-(3-fluoropropyl)pyrrolidin-3-yl]oxy-phenyl]-2-(2-fluoro-2-methyl-propyl)-3-methyl-1,3,4,9-tetrahydropyrido[3,4-b]indole